2-phenyl-N-(pyridin-4-yl)-6-(p-tolyl)benzo[b]Thiophene-3-carboxamide C1(=CC=CC=C1)C1=C(C2=C(S1)C=C(C=C2)C2=CC=C(C=C2)C)C(=O)NC2=CC=NC=C2